2,6-dimethoxy-4-allylphenol COC1=C(C(=CC(=C1)CC=C)OC)O